ClC1=C(C=CC(=C1)F)C1=CC(=C(N=N1)C(=O)O)OC 6-(2-chloro-4-fluorophenyl)-4-methoxypyridazine-3-carboxylic acid